COC1=C(C=CC2=C(C=CC=C12)N1N=CC=C1)C(=O)O 1-methoxy-5-(1H-pyrazol-1-yl)-2-naphthoic acid